NCCN1CN(C=C1)CCCC 1-(2-aminoethyl)-3-butylimidazole